[Si](C1=CC=CC=C1)(C1=CC=CC=C1)(C(C)(C)C)OC[C@@]1(CC([C@@H]2OC(O[C@@H]21)(C)C)N2C=CC1=C2N=CN=C1Cl)CO ((3aR,4R,6aS)-4-(((tert-butyldiphenylsilyl)oxy)methyl)-6-(4-chloro-7H-pyrrolo[2,3-d]pyrimidin-7-yl)-2,2-dimethyltetrahydro-3aH-cyclopenta[d][1,3]dioxol-4-yl)methanol